C(C)(C)(C)OC(=O)N1C(CCCC1)C(C)S(=O)(=O)C1=CC(=CC=C1)F (1-((3-fluorophenyl)sulfonyl)ethyl)piperidine-1-carboxylic acid tert-butyl ester